(2-(1-(8-ethoxyquinazolin-4-yl)piperidin-4-yl)ethyl)phosphonic acid C(C)OC=1C=CC=C2C(=NC=NC12)N1CCC(CC1)CCP(O)(O)=O